1-ethyl-6-oxo-1,6-dihydropyridine-3-carbaldehyde C(C)N1C=C(C=CC1=O)C=O